C(CC1=CC=CC=C1)N.C(C(C)C)[C@H](CC(=O)N)CC(=O)O (R)-3-isobutylglutaric acid monoamide-(R)-phenethylamine salt